COC1=C2C=C(NC2=CC=C1)C(=O)N1CC2(CCC2)C[C@H]1C(=O)N[C@H](C(=O)OC)C[C@H]1C(NCC1)=O methyl (2S)-2-[[(7S)-6-(4-methoxy-1H-indole-2-carbonyl)-6-azaspiro[3.4]octane-7-carbonyl] amino]-3-[(3S)-2-oxopyrrolidin-3-yl]propanoate